C1CC12CNC(CC2)=O 5-Azaspiro[2.5]Octan-6-one